C(C)OC(CC(CC=1N=NN(C1)C1=CC=C(C=C1)OC1=NC=C(C=C1F)Cl)O)=O 4-(1-(4-((5-chloro-3-fluoropyridin-2-yl)oxy)phenyl)-1H-1,2,3-triazol-4-yl)-3-hydroxybutyric acid ethyl ester